tert-Butyl rac-(1R,2S,5R)-2-{benzyl[(benzyloxy)carbonyl]amino}-6-azabicyclo[3.1.0]hexane-6-carboxylate C(C1=CC=CC=C1)N([C@@H]1[C@@H]2N([C@@H]2CC1)C(=O)OC(C)(C)C)C(=O)OCC1=CC=CC=C1 |r|